7-(2,7-Dimethyl-[1,3]oxazolo[5,4-b]pyridin-5-yl)-5-fluoro-3-(piperidin-4-yl)cinnoline CC=1OC2=NC(=CC(=C2N1)C)C1=CC(=C2C=C(N=NC2=C1)C1CCNCC1)F